NC1=CC=CC(=N1)N1CC2(CCN2C(=O)OC(C)(C)C)C1 Tert-Butyl 6-(6-aminopyridin-2-yl)-1,6-diazaspiro[3.3]heptane-1-carboxylate